P1(=O)(OC2=C(C(=C(C=C2)C(C)(C)C)CC=2C(=C(C=CC2C(C)(C)C)O1)C(C)(C)C)C(C)(C)C)[O-].[Al+3].C1C=2C(=C(C=CC2C(C)(C)C)OP(=O)(OC2=C(C1=C(C=C2)C(C)(C)C)C(C)(C)C)[O-])C(C)(C)C.C2C=1C(=C(C=CC1C(C)(C)C)OP(=O)(OC1=C(C2=C(C=C1)C(C)(C)C)C(C)(C)C)[O-])C(C)(C)C aluminum methylenebis(2,4-di-tert-butylphenyl) phosphate